N1CC[C@H](CCC1)NC(OCC1=CC=CC=C1)=O benzyl (S)-azepan-4-ylcarbamate